3,5-dicarbonyl-4-propionyl-cyclohexanecarboxylic acid C(=O)=C1CC(CC(C1C(CC)=O)=C=O)C(=O)O